((2S,3R,6R)-3-(((3-Fluoro-4-methyl-5-(trifluoromethyl)pyridin-2-yl)amino)methyl)-2,6-dimethylmorpholino)(6-methyl-3-(pyrimidin-2-yl)pyridin-2-yl)methanone FC=1C(=NC=C(C1C)C(F)(F)F)NC[C@@H]1[C@@H](O[C@@H](CN1C(=O)C1=NC(=CC=C1C1=NC=CC=N1)C)C)C